4-((4-(1-Azido-2,2,2-trifluoroethyl)-2-(methylsulfonyl)phenoxy)methyl)-1-(methylsulfonyl)piperidine N(=[N+]=[N-])C(C(F)(F)F)C1=CC(=C(OCC2CCN(CC2)S(=O)(=O)C)C=C1)S(=O)(=O)C